tert-butyl (5-bromoisoquinolin-1-yl)carbamate BrC1=C2C=CN=C(C2=CC=C1)NC(OC(C)(C)C)=O